ClC=1C=C(C=CC1)N1N=NC(=C1)C1=CC=C(\C=C\2/C(NC3=CC=CC=C23)=O)C=C1 (Z)-3-(4-(1-(3-chlorophenyl)-1H-1,2,3-triazol-4-yl)benzylidene)indolin-2-one